FC(CN1C(=NC2=NC=C(C=C21)C=2C=CN1N=C(N=CC12)N[C@@H]1CC[C@@H](CC1)N)C)F cis-N1-(5-(1-(2,2-difluoroethyl)-2-methyl-1H-imidazo[4,5-b]pyridin-6-yl)pyrrolo[2,1-f][1,2,4]triazin-2-yl)cyclohexane-1,4-diamine